FC1=CC=C(C(=O)NC2=CC=CC(=N2)C(=O)O)C=C1 6-(4-fluorobenzamido)pyridine-2-formic acid